C(C(CO)(CO)N)O.OP(=O)(O)O trisphosphate